1-(4-fluorophenyl)-2-(8-hydroxynaphthalen-1-yl)ethan-1-one FC1=CC=C(C=C1)C(CC1=CC=CC2=CC=CC(=C12)O)=O